tert-butyl-(S)-6-(benzo[d]thiazol-7-yl)-2-((S)-2,2-dimethylcyclopropane 1-carbonyl)-2,6-diazaspiro[3.4]octane-8-carboxylate C(C)(C)(C)OC(=O)[C@@H]1CN(CC12CN(C2)C(=O)[C@@H]2C(C2)(C)C)C2=CC=CC=1N=CSC12